SC1=C(C(=O)N(C)C)C=CC=N1 2-mercapto-N,N-dimethylnicotinamide